1-[(4R)-4-amino-8-[8-(2,3-dichlorophenyl)-7-methylimidazo[1,2-c]pyrimidin-5-yl]-8-azaspiro[4.5]dec-2-yl]azetidine-3-carbonitrile N[C@@H]1CC(CC12CCN(CC2)C2=NC(=C(C=1N2C=CN1)C1=C(C(=CC=C1)Cl)Cl)C)N1CC(C1)C#N